C(C1=CC=CC=C1)N1C\C(\CC1)=C(/CO)\F (E)-2-(1-Benzylpyrrolidin-3-ylidene)-2-fluoroethane-1-ol